OC[C@H]([C@H](C)O)NC1=C(C(N(N=C1)COCC[Si](C)(C)C)=O)C(F)(F)F 5-[[(2R,3S)-1,3-Dihydroxybutan-2-yl]amino]-4-(trifluoromethyl)-2-[[2-(trimethylsilyl)ethoxy]methyl]-2,3-dihydropyridazin-3-one